(R)-6-(8-amino-5,6,7,8-tetrahydroisoquinolin-4-yl)-1-(methyl-d3)-1,4-dihydro-2H-benzo[d][1,3]oxazin-2-one N[C@@H]1CCCC=2C(=CN=CC12)C1=CC2=C(N(C(OC2)=O)C([2H])([2H])[2H])C=C1